2-(2-((5-(3-aminobenzo[d]isoxazol-6-yl)-1-isopropyl-1H-indazol-3-yl)methoxy)phenyl)acetic acid NC1=NOC2=C1C=CC(=C2)C=2C=C1C(=NN(C1=CC2)C(C)C)COC2=C(C=CC=C2)CC(=O)O